FC1=NC=CC=C1C1=C2N=C(N(C2=NC=N1)C1OCCCC1)OC 6-(2-fluoropyridin-3-yl)-8-methoxy-9-(tetrahydro-2H-pyran-2-yl)-9H-purine